NC1=NC=NN2C1=CC=C2[C@H]2[C@@H]([C@@H]([C@@](O2)(C#N)COP(=O)(OC2=CC=CC=C2)N[C@@H](C)C(=O)O[C@H]2COCC2)O)O (R)-Tetrahydrofuran-3-yl ((((2R,3S,4R,5S)-5-(4-aminopyrrolo[2,1-f][1,2,4]triazin-7-yl)-2-cyano-3,4-dihydroxytetrahydrofuran-2-yl)methoxy)(phenoxy)phosphoryl)-L-alaninate